C1(CCC1)N(C(=O)NC1=CC=C(C=C1)OC(F)(F)F)CC1=CC=2N(C=C1)N=CC2C(=O)NC 5-((1-cyclobutyl-3-(4-(trifluoromethoxy)phenyl)ureido)methyl)-N-methylpyrazolo[1,5-a]pyridine-3-carboxamide